NCCNC1=NC2=CC=CC=C2C2=C1SC=1C=CC(=CC1C2=O)F 6-(2-aminoethylamino)-10-fluoro-12H-thiochromeno[2,3-c]quinolin-12-one